COC(=O)C=1C=C(C=CC1)C1=C(C=CC(=C1)C)OC 2'-methoxy-5'-methyl-[1,1'-biphenyl]-3-carboxylic acid methyl ester